NCCNC=1C(=NON1)C1=NOC(N1C1=CC(=C(C=C1)F)Br)=O 3-(4-((2-aminoethyl)amino)-1,2,5-oxadiazol-3-yl)-4-(3-bromo-4-fluorophenyl)-1,2,4-oxadiazol-5(4H)-one